1-{3-[(4-Fluoro-1H-pyrazol-1-yl)methyl]-4-phenoxyphenyl}-3-(3-methylphenyl)-1,3,5-triazine-2,4,6-trione FC=1C=NN(C1)CC=1C=C(C=CC1OC1=CC=CC=C1)N1C(N(C(NC1=O)=O)C1=CC(=CC=C1)C)=O